tert-butyl 5-(3-aminophenyl)-4-chloro-3-(2-ethoxy-2-oxo-ethoxy)thiophene-2-carboxylate NC=1C=C(C=CC1)C1=C(C(=C(S1)C(=O)OC(C)(C)C)OCC(=O)OCC)Cl